ClC1=NC=C(C(=C1)N[C@H](CCOC1=C(C=NN1C)C1=NC=CC(=N1)N)C)C1=NC=C(N=C1)OC1COCC1 2-(5-((3S)-3-((2-Chloro-5-(5-((tetrahydrofuran-3-yl)oxy)pyrazin-2-yl)pyridin-4-yl)amino)butoxy)-1-methyl-1H-pyrazol-4-yl)pyrimidin-4-amine